methanopyrido[2',3':5,6]pyrano[2,3-d]azepine N1=C2C(=CC3=C1C=C1C(=CC=NC=C1)O3)C2